FC1=CC=C(C(=C1C#N)OC)C(C(F)(F)F)OC 6-Fluoro-2-methoxy-3-(2,2,2-trifluoro-1-methoxyethyl)benzonitrile